COC=1C=C(/C=C/C2=CC=C(OCC(COCC(CO)(CO)CO)(CO)CO)C=C2)C=C(C1)OC (E)-2-((3-(4-(3,5-dimethoxystyryl)phenoxy)-2,2-bis(hydroxymethyl)propoxy)methyl)-2-(hydroxymethyl)propane-1,3-diol